(5S,7S)-7-Fluoro-5-(2-fluorophenyl)-2-[(1R)-2,2-difluorocyclopropyl]sulfonyl-6,7-dihydro-5H-pyrrolo[1,2-b][1,2,4]triazol F[C@H]1C[C@H](N2N=C(N=C21)S(=O)(=O)[C@H]2C(C2)(F)F)C2=C(C=CC=C2)F